Methyl 2-amino-5-[(2,4-dimethylphenyl)acetyl]-4-methylthiophene-3-carboxylate NC=1SC(=C(C1C(=O)OC)C)C(CC1=C(C=C(C=C1)C)C)=O